5-(4-cyclopropylphenyl)-3-(ethanesulfonyl)-2-[6-trifluoromethanesulfinyl-pyrazolo[4,3-c]pyridin-2-yl]pyridine C1(CC1)C1=CC=C(C=C1)C=1C=C(C(=NC1)N1N=C2C(C=NC(=C2)S(=O)C(F)(F)F)=C1)S(=O)(=O)CC